1,7-dimethyl-carbazole CC1=CC=CC=2C3=CC=C(C=C3NC12)C